chloro-8-cyclobutoxyquinoline-5-carboxylic acid methyl ester COC(=O)C=1C=2C=CC(=NC2C(=CC1)OC1CCC1)Cl